2-Cyclopropyl-6-methoxyisoindolin-1-one C1(CC1)N1C(C2=CC(=CC=C2C1)OC)=O